(Z)-2-(5-fluoro-1-(4-isopropylbenzyl)-2-methyl-1H-inden-3-yl)-N,N-dimethylacetamide FC=1C=C2C(=C(C(C2=CC1)CC1=CC=C(C=C1)C(C)C)C)CC(=O)N(C)C